6-Isopropyldecahydro-2-naphthone C(C)(C)C1CC2CCC(CC2CC1)=O